methoxymethyl 4-(((3R,6S)-1-acryloyl-6-methylpiperidin-3-yl)amino)-1H-pyrrolo[2,3-b]pyridine-5-carboxylate C(C=C)(=O)N1C[C@@H](CC[C@@H]1C)NC1=C2C(=NC=C1C(=O)OCOC)NC=C2